[(3S,9aR)-3-(3-chloro-4-fluoro-phenyl)-9a-methyl-1,3,4,6,7,9-hexahydropyrazino[2,1-c][1,4]oxazin-8-yl]-(2-chloro-3-methoxyphenyl)methanone ClC=1C=C(C=CC1F)[C@H]1CN2[C@@](CO1)(CN(CC2)C(=O)C2=C(C(=CC=C2)OC)Cl)C